3,4-dibromophthalic anhydride BrC1=C2C(C(=O)OC2=O)=CC=C1Br